C(C)OC(=O)C=1NC2=C(C(=CC=C2C1CCCBr)Cl)Br 7-bromo-3-(3-bromopropyl)-6-chloro-1H-indole-2-carboxylic acid ethyl ester